pyrimido[5,4-d]Pyrimidin-4(3H)-one N1=CNC(C2=C1C=NC=N2)=O